C1(CC1)N1N=C(C=C1)C=1N=C2SC=CN2C1C=1C=C2C(=NC=NC2=CC1)C(=O)N 6-(6-(1-Cyclopropyl-1H-pyrazol-3-yl)imidazo[2,1-b]thiazol-5-yl)quinazoline-4-carboxamide